C1(=C(C(=C(C(=C1C(=O)O)C(=O)O)C(=O)O)C(=O)O)C(=O)O)C(=O)O benzenehexaoic acid